NCC1=CC(=C(C(=C1)C)NC(=O)C1=CC2=C(O[C@@H](CC3=C2SC=C3)C)C=C1C=1C(=NC(=CC1)C(NCCC)=O)C(=O)OC)Cl methyl (R)-3-(9-((4-(aminomethyl)-2-chloro-6-methylphenyl)carbamoyl)-5-methyl-4,5-dihydrobenzo[b]thieno[2,3-d]oxepin-8-yl)-6-(propylcarbamoyl)picolinate